N-(4-(2-methyl-4-oxopyrido[4,3-d]pyrimidin-3(4H)-yl)phenyl)-2-(3,4,5-trimethoxyphenyl)acetamide CC=1N(C(C2=C(N1)C=CN=C2)=O)C2=CC=C(C=C2)NC(CC2=CC(=C(C(=C2)OC)OC)OC)=O